ClC1=C(C=CC(=C1)Cl)S(=O)(=O)C1=CC=C(C=C1)NC(=O)NCC=1C=NNC1 1-[4-(2,4-Dichloro-benzenesulfonyl)-phenyl]-3-(1H-pyrazol-4-ylmethyl)-urea